O.O.O.O.[Sn](Cl)Cl tin dichloride tetrahydrate